[C+4].C(CC)(=O)[O-].C(CC)(=O)[O-].C(CC)(=O)[O-].C(CC)(=O)[O-] propionate carbon